C(C)OC(=O)C1=NNC(=C1C(C)C)N 5-amino-4-isopropyl-1H-pyrazole-3-carboxylic acid ethyl ester